COC=1C=C2CC(N(C2=CC1OC)CCCCN1CCN(CC1)C1=CC(=CC=C1)C(F)(F)F)=O 5,6-dimethoxy-1-(4-(4-(3-(trifluoromethyl)phenyl)piperazin-1-yl)butyl)indol-2-one